tert-butyl (R)-4-(2-((tert-butoxycarbonyl)amino)-2-methylpropyl)-2-oxopyrrolidine-1-carboxylate C(C)(C)(C)OC(=O)NC(C[C@@H]1CC(N(C1)C(=O)OC(C)(C)C)=O)(C)C